[Si](C)(C)(C(C)(C)C)OCC1=C(N=CS1)C1=CC=2N(C=C1)C(=CN2)C(=O)OCC ethyl 7-(5-(((tert-butyldimethylsilyl)oxy)methyl)thiazol-4-yl)imidazo[1,2-a]pyridine-3-carboxylate